N1CCC2(CC1)OC1=C(C(C2)=O)C=CC=C1 spiro[benzopyran-2,4'-piperidin]-4-one